C(CCCCCCCCCCCCCCCCC)(=O)OC(C(OC(CCCCCCCCCCCCCCCCC)=O)CO)CC(O)CO glyceryl-(glycerol) distearate